CC1=C(C=NC=2OCCNC21)NC2=C(C(NC=C2)=O)C(=O)NC2=CC=C(C=C2)N2CCN(CC2)C=2N=CSC2 4-((8-methyl-2,3-dihydro-1H-pyrido[2,3-b][1,4]oxazin-7-yl)amino)-2-oxo-N-(4-(4-(thiazol-4-yl)piperazin-1-yl)phenyl)-1,2-dihydropyridine-3-carboxamide